2,3,5-tri-O-acetyl-beta-D-ribose triflate S(=O)(=O)(C(F)(F)F)O[C@H]1[C@H](OC(C)=O)[C@H](OC(C)=O)[C@H](O1)COC(C)=O